C1(CCC1)NC([C@@H](CC(=O)NC1CCCCC1)NC(=O)C1=NN(C(=C1)C1=C(C=CC=C1)C(F)(F)F)C1CCCC1)=O (2R)-N-cyclobutyl-N'-cyclohexyl-2-({1-cyclopentyl-5-[2-(trifluoromethyl)phenyl]-1H-pyrazol-3-yl}formamido)butanediamide